7-[4-(4-fluorophenyl)-2-(1-methylisoquinolin-6-yl)-1,3-oxazol-5-yl]-7,8-dihydro-1,7-naphthyridin-8-one FC1=CC=C(C=C1)C=1N=C(OC1N1C=CC=2C=CC=NC2C1=O)C=1C=C2C=CN=C(C2=CC1)C